C1(CC1)N[C@@H]1CN(CCC1)C(=O)OC(C)(C)C (S)-tert-Butyl 3-(cyclopropylamino)piperidine-1-carboxylate